CN(C1CC2=C(OC3=C2C=C(C=C3)NC(=O)C3=CC=CC2=COC=C23)CC1)C (+)-N-(N,N-dimethyl-1,2,3,4-tetrahydro-2-amino-dibenzofur-8-yl)benzo[c]furan-4-carboxamide